ClC1=C(C(=O)C2=CNC3=NC=C(C(=C32)N[C@H]3CO[C@@H](CC3)CO)C#N)C=CC(=C1)OC1=C(C=CC=C1)F 3-(2-chloro-4-(2-fluorophenoxy)benzoyl)-4-(((3R,6S)-6-(hydroxymethyl)tetrahydro-2H-pyran-3-yl)amino)-1H-pyrrolo[2,3-b]pyridine-5-carbonitrile